1-(6-(7-methyl-4-(5-methyl-1H-indazol-4-yl)-6,7-dihydro-5H-pyrrolo[2,3-d]pyrimidin-2-yl)-2,6-diazaspiro[3.4]octan-2-yl)prop-2-en-1-one CN1CCC2=C1N=C(N=C2C2=C1C=NNC1=CC=C2C)N2CC1(CN(C1)C(C=C)=O)CC2